FC1CCN(CC1)C(=O)C=1C=C2C(=NC1)C(=CN2C)I (4-Fluoropiperidin-1-yl)(3-iodo-1-methyl-1H-pyrrolo[3,2-b]pyridin-6-yl)methanone